6-(benzyloxy)-3,4-dihydro-1(2H)-naphthalenone C(C1=CC=CC=C1)OC=1C=C2CCCC(C2=CC1)=O